2,4,6-trimethyl-benzoyl-phosphorus oxide CC1=C(C(=O)P=O)C(=CC(=C1)C)C